COC(C1=C(C=CC=C1)C1=NC2=C(N1CCN1C(=NC3=C1C=CC(=C3)C(N)=O)C3=C(C(=O)OC)C=CC=C3)C=CC(=C2)C(N)=O)=O 2,2'-(ethane-1,2-diylbis(5-carbamoyl-1H-benzo[d]imidazole-1,2-diyl))dibenzoic acid dimethyl ester